3-{8,8-difluoro-7-hydroxy-5-(trifluoromethylthio)bicyclo[4.2.0]octa-1,3,5-triene-2-enyloxy}-5-fluorobenzamide FC1(C(C2=C(C(=C=C=C12)OC=1C=C(C(=O)N)C=C(C1)F)SC(F)(F)F)O)F